2-{3-[(3R)-3-(methoxymethyl)piperazin-1-yl]-1,2,4-triazin-6-yl}-5-(1H-pyrazol-4-yl)phenol COC[C@H]1CN(CCN1)C=1N=NC(=CN1)C1=C(C=C(C=C1)C=1C=NNC1)O